2-(6-(2,5-dichloropyrimidin-4-yl)-8-fluoro-4-isopropylquinolin-3-yl)propan-2-ol ClC1=NC=C(C(=N1)C=1C=C2C(=C(C=NC2=C(C1)F)C(C)(C)O)C(C)C)Cl